4-methyl-3-(methylsulfonyl)-N-((2-(tetrahydro-2H-pyran-4-yl)-1,6-naphthyridin-7-yl)methyl)benzamide CC1=C(C=C(C(=O)NCC2=NC=C3C=CC(=NC3=C2)C2CCOCC2)C=C1)S(=O)(=O)C